FC(C(=O)NNC(=O)C=1C=NC(=NC1)NC1(CCN(CC1)C(=O)OCC1=CC=CC=C1)C1=CC=CC=C1)F Benzyl 4-((5-(2-(2,2-difluoroacetyl)hydrazine-1-carbonyl)pyrimidin-2-yl)amino)-4-phenylpiperidine-1-carboxylate